FC=1C=C(C=C(C1)F)CC(=O)NN1C(C2=CC=CC=C2C(=N1)C1=CC=CC=C1)=O 2-(3,5-difluorophenyl)-N-(1-oxo-4-phenylphthalazin-2(1H)-yl)acetamide